7-(4-(4-(benzo[b]thiophen-4-yl)piperazin-1-yl)butoxy)quinolin-2-yl pentyl carbonate C(OC1=NC2=CC(=CC=C2C=C1)OCCCCN1CCN(CC1)C1=CC=CC=2SC=CC21)(OCCCCC)=O